4-(3-(3-(5-bromofuran-2-yl)-8-methyl-5,6,7,8-tetrahydroimidazo[1,2-a]pyrazine-7-carbonyl)-4-fluorobenzyl)phthalazin-1(2H)-one BrC1=CC=C(O1)C1=CN=C2N1CCN(C2C)C(=O)C=2C=C(CC1=NNC(C3=CC=CC=C13)=O)C=CC2F